8-((3-(Cyclopropanecarboxamido)-4-fluorophenyl)amino)-N-methyl-5-oxo-10,11-dihydro-5H-dibenzo[a,d][7]annulene-3-carboxamide C1(CC1)C(=O)NC=1C=C(C=CC1F)NC=1C=CC2=C(CCC3=C(C2=O)C=C(C=C3)C(=O)NC)C1